(2R,3aS,6aS)-2-(((tert-butyldimethylsilyl)oxy)methyl)-3-(methylsulfonamido)hexahydro-1H-furo[3,4-b]pyrrole-1-carboxylate [Si](C)(C)(C(C)(C)C)OC[C@H]1C([C@@H]2[C@H](N1C(=O)[O-])COC2)NS(=O)(=O)C